C1(=CC(=C(CC1)C(C)C)CC(=O)O)C.C(C)(=O)O.C1(=CC=C(CC1)C(C)C)C menthadiene acetate (MENTHADIENYLACETATE)